carbon magnesium-calcium [Ca].[Mg].[C]